6-(4-(3-chloro-4-fluorophenyl)-1-(tetrahydrofuran-3-yl)-1H-imidazol-5-yl)imidazo[1,2-b]pyridazine-3-carboxamide ClC=1C=C(C=CC1F)C=1N=CN(C1C=1C=CC=2N(N1)C(=CN2)C(=O)N)C2COCC2